C(C)(C)C1=C(C(=CC=C1)C(C)C)NC(=O)NS(=O)(=O)C=1OC2=C(C1)C(CCC2)(C)O N-((2,6-diisopropylphenyl)carbamoyl)-4-hydroxy-4-methyl-4,5,6,7-tetrahydrobenzofuran-2-sulfonamide